C(C(=C)C)(=O)OC1C2C=CC(C1)C2 bicyclo[2.2.1]hept-5-en-2-yl methacrylate